C(C)[Si]1(N(CCC1)CC(=O)O[Si](C)(C)C)CC 2,2-diethyl-1-(trimethylsiloxycarbonyl)methyl-1-aza-2-silacyclopentane